ClC1=CC=C(C=C1)C=1N=NC(=C2C1C=NC=C2)NC2CN(CCC2)C 4-(4-chlorophenyl)-N-(1-methylpiperidin-3-yl)pyrido[3,4-d]pyridazin-1-amine